n-butyl acetate (n-butyl lactate) C(CCC)C(C(=O)O)(O)C.C(C)(=O)OCCCC